FC1(C(CN(CC1)C1=NC2=CC=C(C(=C2C=C1C(=O)NC1=CC(=NC=C1)S(N)(=O)=O)F)F)C)F 2-(4,4-difluoro-3-methylpiperidin-1-yl)-5,6-difluoro-N-(2-sulfamoylpyridin-4-yl)quinoline-3-carboxamide